1-(6-bromopyridin-3-yl)-4-(oxetan-3-yl)piperazine BrC1=CC=C(C=N1)N1CCN(CC1)C1COC1